C[C@H](CC(=O)OCC)\C=C\C=C(/C=C/C1=C(CCCC1(C)C)C)\C ethyl (3R,4E,6Z,8E)-3,7-dimethyl-9-(2,6,6-trimethylcyclohex-1-en-1-yl)nona-4,6,8-trienoate